ClC1=NC(=NN2C1=C(C(=C2)C=2C=NN(C2)C(C)C)C)C=2N(C=CN2)C D-4-chloro-6-(1-isopropyl-1H-pyrazol-4-yl)-5-methyl-2-(1-methyl-1H-imidazol-2-yl)pyrrolo[2,1-f][1,2,4]triazine